C(C)N1C(=NC=2C1=NC(=CC2)C=2C=CN1N=C(N=CC12)C1(CC(C1)N(C)C)N)C 1-(5-(3-ethyl-2-methyl-3H-imidazo[4,5-b]pyridin-5-yl)pyrrolo[2,1-f][1,2,4]triazin-2-yl)-N3,N3-dimethylcyclobutane-1,3-diamine